N-(1-phenyl-vinyl)acetamide C1(=CC=CC=C1)C(=C)NC(C)=O